ethyl 1-[2-bromo-4-(trifluoromethyl)phenyl]sulfonyl-4-fluoro-piperidine-4-carboxylate BrC1=C(C=CC(=C1)C(F)(F)F)S(=O)(=O)N1CCC(CC1)(C(=O)OCC)F